ClC1=C(C=CC=C1OC)C(=O)N1C[C@H]2CO[C@@H](CN2CC1)C1=NC=C(C(=C1)Br)Cl (2-chloro-3-methoxyphenyl)-[(3S,9aS)-3-[5-chloro-4-bromo-2-pyridyl]-3,4,6,7,9,9a-hexahydro-1H-pyrazino[2,1-c][1,4]oxazin-8-yl]methanone